m-anisic hydrazide C(C1=CC(=CC=C1)OC)(=O)NN